OCCOC1=C(C=C(C=C1OC)C=1OC(C(C1)=O)C)OC 2-(4-(2-hydroxyethoxy)-3,5-dimethoxyphenyl)-5-methyl-4-oxo-4,5-dihydrofuran